NC1=C(C=C(C(=O)NCC(=O)NC=2SC=C(N2)C2=CC(=CC=C2)C#N)C=C1)S(=O)(=O)C(C)C 4-amino-N-(2-((4-(3-cyanophenyl)thiazol-2-yl)amino)-2-oxoethyl)-3-(isopropylsulfonyl)benzamide